8-bromo-7-fluoro-2,6-dihydroimidazo[1,2-c]quinazolin-5(3H)-one BrC=1C=CC=2C=3N(C(NC2C1F)=O)CCN3